CN1N=CC(=C1)C=1C=C(N)C=C(C1)[N+](=O)[O-] 3-(1-Methyl-1H-pyrazol-4-yl)-5-nitroaniline